ClC=1C=CC(=NC1)[C@@]1(OC2=C(O1)C=CC=C2C2CCN(CC2)CC2=NC1=C(N2C)C=C(C=C1C(C)(F)F)C(=O)[O-])C (S)-2-((4-(2-(5-Chloropyridin-2-yl)-2-methylbenzo[d][1,3]dioxol-4-yl)piperidin-1-yl)methyl)-4-(1,1-difluoroethyl)-1-methyl-1H-benzo[d]imidazole-6-carboxylate